CN1C(C2=C(C1=O)SC=1C(N(C(C1S2)=O)C)=O)=O 2,6-di-methyl-1H,5H-[1,4]dithiino[2,3-c:5,6-c']dipyrrole-1,3,5,7(2H,6H)-tetraone